OC1=NOC2=C(C=C1)C=CC(=C2O)CN2C[C@@H](CC2)O (R)-3,9-dihydroxy-8-((3-hydroxypyrrolidin-1-yl)methyl)benzo[5,6]oxazepin